(4-((2-(cyclobutyldifluoromethyl)pyridin-4-yl)oxy)-3,5-difluorophenyl)methanol C1(CCC1)C(C1=NC=CC(=C1)OC1=C(C=C(C=C1F)CO)F)(F)F